C(C)OC(=O)C1=C(C=NN1C1=C(C=CC=C1Cl)Cl)C1CC1 4-cyclopropyl-1-(2,6-dichlorophenyl)-1H-pyrazole-5-carboxylic acid ethyl ester